CN1CCN(CC1)C(=O)C=1C=C(C=CC1)S(=O)(=O)N 3-(4-methylpiperazine-1-carbonyl)benzenesulfonamide